C(C)(C)(C)OC(=O)N1CC([C@H](CC1)CCOS(=O)(=O)C)(F)F |r| (±)-3,3-difluoro-4-(2-((methylsulfonyl)oxy)ethyl)piperidine-1-carboxylic acid tert-butyl ester